5-[3-(benzyloxy)-4-bromo-1-(2-fluorophenyl)-1H-pyrazol-5-yl]pyrimidine C(C1=CC=CC=C1)OC1=NN(C(=C1Br)C=1C=NC=NC1)C1=C(C=CC=C1)F